1-(4,4-difluoro-3-(3-fluoro-1H-pyrazol-1-yl)butanoyl)-4-hydroxypiperidine FC(C(CC(=O)N1CCC(CC1)O)N1N=C(C=C1)F)F